ClC1=CC(=C(C=C1)C1=CC(=NC(=C1)C1CC1)NC(C=1C(N(C=C(C1)CNC[C@H](C)OC)C1CC1)=O)=O)C(N(C)C)=O N-{4-[4-Chloro-2-(N,N-dimethylcarbamoyl)phenyl]-6-cyclopropyl-2-pyridyl}-1-cyclopropyl-5-{[(S)-2-methoxypropylamino]methyl}-2-oxo-1,2-dihydronicotinamide